FC1=C(C=C(C=C1)C(F)(F)F)C1=CC(=CC=C1F)C(F)(F)F 2,6'-difluoro-5,3'-di(trifluoromethyl)biphenyl